N-((1-Fluorocyclobutyl)methyl)-5-(pyrazolo[1,5-a]pyrimidin-5-yl)-7H-pyrrolo[2,3-d]pyrimidin-2-amine FC1(CCC1)CNC=1N=CC2=C(N1)NC=C2C2=NC=1N(C=C2)N=CC1